7-benzyloxy-4-(3,4-difluorophenyl)-3-isopropenyl-1-oxo-quinolin-1-ium C(C1=CC=CC=C1)OC1=CC=C2C(=C(C[N+](C2=C1)=O)C(=C)C)C1=CC(=C(C=C1)F)F